OCC(NCCS(=O)(=O)O)(CO)CO 2-[Tris(hydroxymethyl)methyl-amino]-1-ethanesulfonic acid